4-aminopyridine-2(1H)-one NC1=CC(NC=C1)=O